4-((6-(trifluoromethyl)pyrimidin-4-yl)oxy)benzoic acid FC(C1=CC(=NC=N1)OC1=CC=C(C(=O)O)C=C1)(F)F